FC(CN1CCC(=CC1)B1OC(C(O1)(C)C)(C)C)F 1-(2,2-difluoroethyl)-4-(4,4,5,5-tetramethyl-1,3,2-dioxaborolan-2-yl)-3,6-dihydro-2H-pyridine